5-(3-Fluoro-phenyl)-1H-pyrazole-3-carboxylic acid {2-[4-(5-chloro-pyridin-3-yloxy)-piperidin-1-yl]-2-oxo-ethyl}-amide ClC=1C=C(C=NC1)OC1CCN(CC1)C(CNC(=O)C1=NNC(=C1)C1=CC(=CC=C1)F)=O